(R)-2-((((9H-fluoren-9-yl)methoxy)carbonyl)amino)-3-(5-(methoxymethyl)-1,2,4-oxadiazol-3-yl)propanoic acid C1=CC=CC=2C3=CC=CC=C3C(C12)COC(=O)N[C@@H](C(=O)O)CC1=NOC(=N1)COC